tert-butyl (R)-4-(1-(3'-(((5-fluoro-2-methoxyphenyl)(1H-indole-2-yl)methyl)carbamoyl)-[1,1'-biphenyl]-4-yl)piperidine-4-yl)piperazine-1-carboxylate FC=1C=CC(=C(C1)[C@H](C=1NC2=CC=CC=C2C1)NC(=O)C=1C=C(C=CC1)C1=CC=C(C=C1)N1CCC(CC1)N1CCN(CC1)C(=O)OC(C)(C)C)OC